C(C)(C)(C)C=1C=C(C=CC(=O)OCC(COC(C=CC2=CC(=C(C(=C2)C(C)(C)C)O)C(C)(C)C)=O)(COC(C=CC2=CC(=C(C(=C2)C(C)(C)C)O)C(C)(C)C)=O)COC(C=CC2=CC(=C(C(=C2)C(C)(C)C)O)C(C)(C)C)=O)C=C(C1O)C(C)(C)C pentaerythritol tetrakis(3,5-di-t-butyl-4-hydroxycinnamate)